BrCC=1C=CC(=C2C=CN=CC12)F 8-(bromomethyl)-5-fluoroisoquinoline